5-{[4-(1H-pyrazol-1-yl)phenyl]sulfonylamino}-1,3-thiazole-4-carboxylic acid N1(N=CC=C1)C1=CC=C(C=C1)S(=O)(=O)NC1=C(N=CS1)C(=O)O